FC(C1=CC=C(CNC(=O)C2NCC2)C=C1)(F)F N-(4-(trifluoromethyl)benzyl)-2-azetidinecarboxamide